FC1=CC=C(C=C1)N1[C@H](CNCC1)C (2S)-1-(4-fluorophenyl)-2-methyl-piperazine